OCCNC1=NC=2N(C(N(C(C2N1CC1=CC(=CC=C1)C=1SC=CC1)=O)C)=O)C 8-((2-Hydroxyethyl)amino)-1,3-dimethyl-7-(3-(thiophen-2-yl)benzyl)-3,7-dihydro-1H-purine-2,6-dione